methyl 3-(1-(3,4-dichlorophenyl) piperidin-3-yl)-2-fluorobenzoate ClC=1C=C(C=CC1Cl)N1CC(CCC1)C=1C(=C(C(=O)OC)C=CC1)F